C(C=C)(=O)O.C(C=C)(=O)O.C=C.C=C.C=C triethylene diacrylate